5-bromo-1-fluoro-3-(methoxy-d3)-2-nitrobenzene BrC=1C=C(C(=C(C1)F)[N+](=O)[O-])OC([2H])([2H])[2H]